The molecule is a quercetin O-glycoside that consists of quercetin attached to a beta-D-glucuronopyranosyl moiety at position 3 via a glycosidic linkage. Isolated from Salvia and Phaseolus vulgaris, it exhibits antioxidant and antidepressant activities. It has a role as a metabolite, an antioxidant and an antidepressant. It is a beta-D-glucosiduronic acid and a quercetin O-glycoside. C1=CC(=C(C=C1C2=C(C(=O)C3=C(C=C(C=C3O2)O)O)O[C@H]4[C@@H]([C@H]([C@@H]([C@H](O4)C(=O)O)O)O)O)O)O